CC1CCC=2N(C1)N=C(C2)CO (6-methyl-4,5,6,7-tetrahydropyrazolo[1,5-a]pyridin-2-yl)methanol